4-((2,4-diaminopyrimidin-5-yl)methyl)-2,6-dimethoxybenzonitrile NC1=NC=C(C(=N1)N)CC1=CC(=C(C#N)C(=C1)OC)OC